CC(C)(C=1C=C(C(=C(C1)C(C)(C)C)OC)P(C1=CC=CC=C1)C1=CC=CC=C1)C=1C=C(C(=C(C1)C(C)(C)C)OC)P(C1=CC=CC=C1)C1=CC=CC=C1 (propane-2,2-diylbis(5-(tert-butyl)-6-methoxy-3,1-phenylene))bis(diphenylphosphine)